Ethyl 2-((4R/S-trans)-4-(m-tolyl)-2,3,3a,4,5,9b-hexahydrofuro[3,2-c]quinolin-8-yl)acetate C1(=CC(=CC=C1)[C@@H]1NC=2C=CC(=CC2C2C1CCO2)CC(=O)OCC)C |r|